2-(2-Fluoro-8-iodonaphthalen-1-yl)ethan-1-ol FC1=C(C2=C(C=CC=C2C=C1)I)CCO